1-(2,4,6-trimethylbenzyl)pseudouridine triphosphate P(O)(=O)(OP(=O)(O)OP(=O)(O)O)OC[C@@H]1[C@H]([C@H]([C@@H](O1)C1=CN(C(=O)NC1=O)CC1=C(C=C(C=C1C)C)C)O)O